FC1(CN(C[C@@H]1OC1=CC2=C(C=N1)C=NN2CC(F)(F)F)C(=O)OC(C)(C)C)F tertbutyl (S)-3,3-difluoro-4-((1-(2,2,2-trifluoroethyl)-1H-pyrazolo[4,3-c]pyridin-6-yl)oxy)pyrrolidine-1-carboxylate